6-amino-5-(4-(2-(tert-butoxy)-2-oxoethyl)piperazin-1-yl)pyridazin-3-carboxylic acid methyl ester COC(=O)C=1N=NC(=C(C1)N1CCN(CC1)CC(=O)OC(C)(C)C)N